N,N-Dimethyl-2-(2-(((1s,4s)-4-((7-morpholino-1,6-naphthyridin-5-yl)oxy)cyclohexyl)amino)-8-oxo-9-(tetrahydro-2H-pyran-4-yl)-8,9-dihydro-7H-purin-7-yl)acetamide CN(C(CN1C(N(C2=NC(=NC=C12)NC1CCC(CC1)OC1=C2C=CC=NC2=CC(=N1)N1CCOCC1)C1CCOCC1)=O)=O)C